N-[4-(3-Cyanophenyl)-5-(2,6-dimethyl-4-pyridyl)thiazol-2-yl]-6-methyl-5-oxo-2,6-diazaspiro[3.4]octan-2-carboxamid C(#N)C=1C=C(C=CC1)C=1N=C(SC1C1=CC(=NC(=C1)C)C)NC(=O)N1CC2(C1)C(N(CC2)C)=O